FC=1C=C2C(=C(N(C2=CC1)C1=CC(=C(C=C1)F)C)C(C)C)S(=O)(=O)C1=CC=C(C(=O)O)C=C1 4-[5-fluoro-1-(4-fluoro-3-methyl-phenyl)-2-isopropyl-indol-3-yl]sulfonylbenzoic acid